1-tert-butyl-1H-1,2,3-triazole C(C)(C)(C)N1N=NC=C1